FC1=C(CC2=NC3=C(N2[C@@H]2COCC2(C)C)C=C(C=C3)C(=O)O)C=C(C(=C1)C1=NC(=CC=C1)OCC=1N=NC(=CC1)C(F)(F)F)F (S)-2-(2,5-difluoro-4-(6-((6-(trifluoromethyl)pyridazin-3-yl)methoxy)pyridin-2-yl)benzyl)-1-(4,4-dimethyltetrahydrofuran-3-yl)-1H-benzo[d]imidazole-6-carboxylic acid